O1CCCC=C1C=1C=C2N(N1)CCC2 (3,4-dihydro-2H-pyran-6-yl)-5,6-dihydro-4H-pyrrolo[1,2-b]pyrazole